NCC1=NC(=NC=C1)N1C[C@H](N([C@H](C1)C)C(=O)OC(C)(C)C)C tert-butyl (2R,6S)-4-(4-(aminomethyl)pyrimidin-2-yl)-2,6-dimethylpiperazine-1-carboxylate